{3-[(3S,4S)-4-amino-3-methyl-2-oxa-8-azaspiro[4.5]decan-8-yl]-6-[(3-chloro-2-cyclopropyloxypyridin-4-yl)mercapto]-5-methylpyrazin-2-yl}methanol N[C@@H]1[C@@H](OCC12CCN(CC2)C=2C(=NC(=C(N2)C)SC2=C(C(=NC=C2)OC2CC2)Cl)CO)C